Racemic-2-(4-cyclopropyl-6-methoxy-pyrimidin-5-yl)-4-[[4-[1-(2-methoxy-1-methyl-ethyl)-4-(trifluoromethyl)imidazol-2-yl]phenyl]methoxy]-5-methyl-pyrimidine C1(CC1)C1=NC=NC(=C1C1=NC=C(C(=N1)OCC1=CC=C(C=C1)C=1N(C=C(N1)C(F)(F)F)[C@@H](COC)C)C)OC |r|